O1CCN(CC1)CCNC(=O)C1=CC2=C(C(C=3N=CC=NC3C2=O)=O)S1 N-(2-morpholinoethyl)-5,9-dioxo-5,9-dihydrothieno[2,3-g]quinoxaline-7-carboxamide